5-cyclopentyl-4-methoxy-7-(phenylsulfonyl)-7H-pyrrolo[2,3-d]pyrimidine C1(CCCC1)C1=CN(C=2N=CN=C(C21)OC)S(=O)(=O)C2=CC=CC=C2